N-(2-chloro-4-(trifluoromethyl)phenyl)-2-(7-ethyl-2-methyl-5-oxo-6-(piperazin-1-yl)furo[2,3-b]pyrido[3,2-e]pyrazin-8(5H)-yl)acetamide hydrochloride Cl.ClC1=C(C=CC(=C1)C(F)(F)F)NC(CN1C(=C(C(C=2N=C3C(=NC21)OC(=C3)C)=O)N3CCNCC3)CC)=O